Zirconium (IV) Acetat C(C)(=O)[O-].[Zr+4].C(C)(=O)[O-].C(C)(=O)[O-].C(C)(=O)[O-]